tetradecyltriphenyl-phosphine bromide [Br-].C(CCCCCCCCCCCCC)C1=C(C=CC=C1)P(C1=CC=CC=C1)C1=CC=CC=C1